ClC1=C(CNC(=O)C=2N=C(SC2)C#C)C=CC=C1 N-(2-Chlorobenzyl)-2-ethynylthiazole-4-carboxamide